(E)-ethyl 3-(4-amino-6-chloropyrimidin-5-yl)acrylate NC1=NC=NC(=C1/C=C/C(=O)OCC)Cl